N-(6-((5-chloro-2-((2-methoxy-4-(4-(4-methyl-4,7-diazaspiro[2.5]octan-7-yl)piperidin-1-yl)phenyl)amino)pyrimidin-4-yl)amino)quinoxalin-5-yl)methanesulfonamide ClC=1C(=NC(=NC1)NC1=C(C=C(C=C1)N1CCC(CC1)N1CCN(C2(CC2)C1)C)OC)NC=1C(=C2N=CC=NC2=CC1)NS(=O)(=O)C